Dichloromenthan ClC1C(CCC(C1)C(C)C)(C)Cl